(1S,4s)-4-(8-(2,6-difluorophenylamino)-2-((1R,3R)-3-hydroxy-4,4-dimethylcyclohexylamino)-9H-purin-9-yl)cyclohexanecarboxamide FC1=C(C(=CC=C1)F)NC=1N(C2=NC(=NC=C2N1)N[C@H]1C[C@H](C(CC1)(C)C)O)C1CCC(CC1)C(=O)N